neopentylglycine bromide C(C(C)(C)C)NCC(=O)Br